C(=C)C1=CC=C(CN2N=NN=C2C2=CC=C(C=C2)C2=NN=NN2)C=C1 1-(4-vinylbenzyl)-5,5'-(1,4-phenylene)bis(1H-tetrazole)